tert-butyl (S)-5-chloro-1-((6-oxo-5-azaspiro[2.4]hept-5-yl) methyl)-8-((4,5,6,7-tetrahydro-[1,2,3]-triazolo[1,5-a]pyridin-3-yl) methoxy)-3,4-dihydroisoquinoline-2(1H)-carboxylate ClC1=C2CCN([C@@H](C2=C(C=C1)OCC=1N=NN2C1CCCC2)CN2CC1(CC1)CC2=O)C(=O)OC(C)(C)C